2-methyl-2,3-dihydropyrazolo[5,1-b]oxazole-7-sulfonimidamide CC1CN2C(O1)=C(C=N2)S(=O)(N)=N